C1(CC1)N1N=CC(=C1)NC1=NC=C(C(=N1)C=1C=C2C=C(COC2=CC1)C#N)C 6-(2-((1-Cyclopropyl-1H-pyrazol-4-yl)amino)-5-methylpyrimidin-4-yl)-2H-chromene-3-carbonitrile